C(C)(C)(C)OC(=O)N1CC(CC1)C(C(=O)OC(C)(C)C)(C)CC1=CC(=CC=C1)Br 3-[1-[(3-bromophenyl)methyl]-2-tert-butoxy-1-methyl-2-oxoethyl]pyrrolidine-1-carboxylic acid tert-butyl ester